OC1CN(C1)C(=O)O[C@@H]1CC[C@H](CC1)C(N(C[C@@H]1CC[C@H](CC1)C1=CC(=C(C=C1)OC)C)C1=NC=CC(=C1)N1N=C(N=C1)C1CC1)=O trans-4-((4-(3-Cyclopropyl-1H-1,2,4-triazol-1-yl) pyridin-2-yl)((trans-4-(4-methoxy-3-methylphenyl) cyclohexyl)methyl) carbamoyl)cyclohexyl 3-hydroxyazetidine-1-carboxylate